4-bromo-2,6-difluorobenzamide BrC1=CC(=C(C(=O)N)C(=C1)F)F